benzyl 5-oxobicyclo[2.2.1]heptane-2-carboxylate O=C1C2CC(C(C1)C2)C(=O)OCC2=CC=CC=C2